NC=1C(=NC=CN1)C(=O)N[C@@H](C)C=1N(S(C2=C(C1)C=CC=C2Cl)(O)O)C2=CC=CC=C2 (S)-3-amino-N-(1-(8-chloro-1,1-dihydroxy-2-phenyl-2H-benzo[e][1,2]thiazin-3-yl)ethyl)pyrazine-2-carboxamide